3-((S)-3-((S)-sec-butyl)-2-oxo-1,2,3,5-tetrahydro-4H-benzo[e][1,4]diazepin-4-yl)-N,N-dimethylpropanamide [C@H](C)(CC)[C@@H]1N(CC2=C(NC1=O)C=CC=C2)CCC(=O)N(C)C